1-[2-bromo-5-[[4-(1-ethylpropylamino)-5-methyl-pyrimidin-2-yl]amino]phenyl]ethanol BrC1=C(C=C(C=C1)NC1=NC=C(C(=N1)NC(CC)CC)C)C(C)O